NC=1C=NC=C(C1C1=CC(=C(C(=O)NC=2C=C(C(=NC2)C(=O)NCC2CC2)Cl)C=C1F)Cl)C#C 5-(4-(3-amino-5-ethynylpyridin-4-yl)-2-chloro-5-fluorobenzamido)-3-chloro-N-(cyclopropylmethyl)picolinamide